CC1C2C(CC(C1)C(=O)OCC1C(C3C(CC1)O3)C)O2 4-epoxy-3-methylcyclohexylmethyl 3,4-epoxy-5-methylcyclohexanecarboxylate